CC1=NC(=NC(=C1S)C)CCO 4,6-dimethyl-mercaptopyrimidineethanol